CN(C=1C2=C(N=CN1)N(C=C2)COC(C2=C(C=CC=C2)NC2=C(C(=CC=C2)C)C)=O)[C@@H]2CC[C@H](CC2)CS(NC)(=O)=O (4-(Methyl((trans)-4-((N-methylsulfamoyl) methyl)cyclohexyl)amino)-7H-pyrrolo[2,3-d]pyrimidin-7-yl)methyl-2-((2,3-dimethylphenyl)amino)benzoate